C(C)N(C1=NC(=NC(=N1)NC1=CC=C(C=C1)F)OC(C(F)(F)F)C(F)(F)F)CC N,N-diethyl-N'-(4-fluorophenyl)-6-[(1,1,1,3,3,3-hexafluoropropan-2-yl)oxy]1,3,5-triazine-2,4-diamine